3-(2-(4-methoxybenzyl)-1,2,3,4-tetrahydroisoquinolin-5-yl)-3-(4-methoxyphenyl)propionic acid COC1=CC=C(CN2CC3=CC=CC(=C3CC2)C(CC(=O)O)C2=CC=C(C=C2)OC)C=C1